ClC=1C(=C(C=CC1)NC1=NC=NC2=CC(=C(C=C12)[N+](=O)[O-])C#CC1(CNC2(COC2)C1)C)F N-(3-chloro-2-fluorophenyl)-7-((7-methyl-2-oxa-5-azaspiro[3.4]oct-7-yl)ethynyl)-6-nitroquinazolin-4-amine